C(C)(C)(C)N(C(=O)OC=1C(=CC=C(C1)C)OC)[C@H]1C[C@H](CCC1)O p-Methyl-guaiacol tert-butyl-(1R,3S)-3-hydroxycyclohexylcarbamate